(2,4-di-tert-butylphenyl)-1,1-biphenyl-4,4'-diyl bisphosphonite P(OC1=CC(=C(C=C1)C1=CC=C(C=C1)OP[O-])C1=C(C=C(C=C1)C(C)(C)C)C(C)(C)C)[O-]